(1R,2S,3R,5R)-3-(4-amino-5-(4-benzylthiazol-2-yl)-2-chloro-7H-pyrrolo[2,3-d]pyrimidin-7-yl)-5-(((3-((4-fluorophenethyl)amino)propyl)amino)methyl)cyclopentane-1,2-diol NC=1C2=C(N=C(N1)Cl)N(C=C2C=2SC=C(N2)CC2=CC=CC=C2)[C@H]2[C@@H]([C@@H]([C@H](C2)CNCCCNCCC2=CC=C(C=C2)F)O)O